2-(1-((2-methyl-5-(3-methyl-1,2,4-thiadiazol-5-yl)phenyl)glycyl)indolin-4-yl)propan-2-yl 2,3-dihydroxy-propanoate OC(C(=O)OC(C)(C)C1=C2CCN(C2=CC=C1)C(CNC1=C(C=CC(=C1)C1=NC(=NS1)C)C)=O)CO